CC1=C(C2=C(C=N1)SC=N2)C2CC(C2)O 3-(6-methylthiazolo[5,4-c]pyridin-7-yl)cyclobutanol